4-iodo-2-methoxy-3-(methoxymethoxy)pyridine IC1=C(C(=NC=C1)OC)OCOC